CN(CCNC(CCCCCC(=O)OCC(CCCCCCCC)CCCCCC)CCCCCC(=O)OCC(CCCCCCCC)CCCCCC)C bis(2-hexyldecyl) 7-((2-(dimethylamino)ethyl)amino)tridecanedioate